OC(=O)C(F)(F)F.C(C)(=O)C1=NN(C2=CC=C(C=C12)C=1C=NC(=NC1)C)CC(=O)[C@@H]1NC[C@H](C1)F |&1:29| (3-acetyl-5-(2-methylpyrimidin-5-yl)-1H-indazol-1-yl)-1-((2R,4S) and (2S,4S)-4-fluoropyrrolidin-2-yl)ethan-1-one TFA salt